C(C)(C)(C)OC(=O)ON=C(C#N)C1=CC=CC=C1 2-(tert-butyloxycarbonyloxylimino)-2-phenylacetonitrile